ClC1=C2CCCN(C2=CC=C1)C(=O)[C@@H]1[C@@H]([C@@H](C(N1C1=NC(=CC(=C1)C(F)(F)F)C)=O)O)O (3s,4s,5s)-5-(5-chloro-1,2,3,4-tetrahydroquinoline-1-carbonyl)-3,4-dihydroxy-1-(6-methyl-4-(trifluoromethyl)pyridin-2-yl)pyrrolidin-2-one